F[C@@H]1[C@H](CNC1)NC1=CC=CC(=N1)C1=CN=C2N1N=C(C=C2)N(C)C 3-(6-(((3S,4S)-4-fluoropyrrolidin-3-yl)amino)pyridin-2-yl)-N,N-dimethylimidazo[1,2-b]pyridazin-6-amine